Nε-vinylsulfonyl-lysine C(=C)S(=O)(=O)NCCCC[C@H](N)C(=O)O